3-[(3,4-dihydro-2H-chromen-4-ylmethyl)amino]pyridine-4-carboxylic acid O1CCC(C2=CC=CC=C12)CNC=1C=NC=CC1C(=O)O